4-((S)-4,4-difluoro-2-methylpyrrolidine-1-carbonyl)-5-(4-(difluoromethyl)-6-(((S)-1,1,1-trisFluorobut-2-yl)amino)pyridin-3-yl)thiazole-2-carboxylic acid potassium salt [K+].FC1(C[C@@H](N(C1)C(=O)C=1N=C(SC1C=1C=NC(=CC1C(F)F)N[C@H](C(F)(F)F)CC)C(=O)[O-])C)F